C(C=C)C1=CC(=C(C(=C1)C1=CC2=C(NC=N2)C=C1)CO)F (4-allyl-2-fluoro-6-(1H-benzimidazol-5-yl)phenyl)methanol